BrC1=CC=C(C=C1)[C@H]1C[C@]2(CCCO2)C[C@H]([C@@H]1C(=O)O)C(NC1=C(C=C(C=C1)C(F)(F)F)F)=O |r| rac-(5R,7S,8R,9R)-7-(4-bromophenyl)-9-((2-fluoro-4-(trifluoromethyl)phenyl)carbamoyl)-1-oxaspiro[4.5]decane-8-carboxylic acid